ClC=1C=C2C(=C3C4(NC(NC13)=O)CCCCC4)OC(=C2)CN(C)CCC=2C(=NNC2C)C 5'-chloro-2'-({[2-(3,5-dimethyl-1H-pyrazol-4-yl)ethyl](methyl)amino}methyl)-7',8'-dihydro-6'H-spiro[cyclohexane-1,9'-furo[2,3-f]quinazoline]-7'-one